The molecule is a cationic sphingoid that is the conjugate acid of tetradecasphingosine, obtained by protonation of the primary amino function; major species at pH 7.3. It is a conjugate acid of a tetradecasphingosine. CCCCCCCCC/C=C/[C@H]([C@H](CO)[NH3+])O